5-[1-hydroxy-2-(3-methylthiophenylamino)ethyl]-1,3-oxazole-2(3H)-thione OC(CNC1=CC(=CC=C1)SC)C1=CNC(O1)=S